C(C)C1=C(C=CC(=C1)N1C[C@H]2N(CC1)CCC2)NC2=NC=C(C(=N2)NCCCN2C(OCCC2)=O)C#N (S)-2-((2-Ethyl-4-(hexahydropyrrolo[1,2-a]pyrazin-2(1H)-yl)phenyl)amino)-4-((3-(2-oxo-1,3-oxazinan-3-yl)propyl)amino)pyrimidin-5-carbonitril